N-(2,4-dimethoxybenzyl)-2-fluoro-4-(3-(methyl((1-methylazetidin-3-yl)methyl)amino)-3-(3-(trifluoromethyl)phenethyl)piperidin-1-yl)-N-(pyrimidin-4-yl)benzenesulfonamide COC1=C(CN(S(=O)(=O)C2=C(C=C(C=C2)N2CC(CCC2)(CCC2=CC(=CC=C2)C(F)(F)F)N(CC2CN(C2)C)C)F)C2=NC=NC=C2)C=CC(=C1)OC